[O].C=1(O)C(O)=CC=CC1 catechol Oxygen